4-(7-(((1R,2S)-2-(3,4-difluorophenyl)cyclopropyl)amino)-5-(propylsulfanyl)-3H-[1,2,3]triazolo[4,5-d]pyrimidin-3-yl)-2-(dimethoxymethyl)tetrahydrofuran-3-ol FC=1C=C(C=CC1F)[C@H]1[C@@H](C1)NC=1C2=C(N=C(N1)SCCC)N(N=N2)C2C(C(OC2)C(OC)OC)O